(Z)-11-hexadecanal (tetradecenyl acetate) C(=CCCCCCCCCCCCC)CC(=O)O.CCCCCCCCCCC(CCCCC)=O